COC(CNC([C@@H](NC(=O)OCC1=CC=CC=C1)COC(C)(C)C)=O)=O N-carbobenzoxy-O-tert-butyl-L-seryl-glycine methyl ester